6-chloro-5-[4-(3-hydroxycyclobutyl)phenyl]-3-[hydroxy-(3-methoxyisoxazol-5-yl)methylene]indolin-2-one ClC1=C(C=C2C(C(NC2=C1)=O)=C(C1=CC(=NO1)OC)O)C1=CC=C(C=C1)C1CC(C1)O